FC=1C=C(C=C(C1OC1=C2C(=NC=C1)N(C=C2C2C(OCCC2)C)S(=O)(=O)C2=CC=C(C=C2)C)F)N(C(=O)OC(C)(C)C)C(=O)OC(C)(C)C (+/-)-di-tert-butyl [3,5-difluoro-4-({1-(4-methylbenzene-1-sulfonyl)-3-(2-methyloxan-3-yl)-1H-pyrrolo[2,3-b]pyridin-4-yl}oxy)phenyl]-2-imidodicarbonate